F[C@@H]1CN(CC1)C=1C2=C(N=C(N1)N(CCOC)CCOC)C(=NC(=N2)N(CCOC)CCOC)N2CCC(CC2)OC (S)-4-(3-fluoropyrrolidin-1-yl)-N2,N2,N6,N6-tetrakis(2-methoxyethyl)-8-(4-methoxypiperidin-1-yl)pyrimido[5,4-d]pyrimidine-2,6-diamine